C(C)C(CC(CCCCCC)(C)P(O)(O)=O)CCCC (2-ethylhexyl)((1-methylheptyl)phosphonic acid)